CC=1N=C(C2=C(N1)SC=C2C)O 2,5-dimethylthieno[2,3-d]pyrimidin-4-ol